CC(O)C1=C(C=CC=C1CO)Br methyl-(2-bromo-6-(hydroxymethyl)phenyl)methanol